(tetrahydrofuran-3-yl)cinnoline-3,8-diamine O1CC(CC1)C1=C(N=NC2=C(C=CC=C12)N)N